CCCCC(CC)COC(=O)C1=CC2=C(C=C1)C=C(C=C2)C(=O)OCC(CC)CCCC Diethylhexyl naphthalate